4-[(2R)-tetrahydrofuranformyl-thio]azetidin O1[C@H](CCC1)C(=O)SC1CCN1